2-(1-(4-Amino-3-(3-chloro-5-methoxyphenyl)-1H-pyrazolo[3,4-d]pyrimidin-1-yl)ethyl)-3-(3-Fluorophenyl)-4H-chromen-4-one NC1=C2C(=NC=N1)N(N=C2C2=CC(=CC(=C2)OC)Cl)C(C)C=2OC1=CC=CC=C1C(C2C2=CC(=CC=C2)F)=O